C1(CC1)NC(=O)C1CN(C1)C1=CC(=C2C(C(=CN(C2=N1)C=1SC=CN1)C(=O)O)=O)C 7-[3-(cyclopropylcarbamoyl)azetidin-1-yl]-5-methyl-4-oxo-1-(1,3-thiazol-2-yl)-1,4-dihydro-1,8-naphthyridine-3-carboxylic acid